C(\C=C/CCC)=O (Z)-2-Hexenal